(S)-1-((2R,3S,4S,5R)-5-(2-acetamido-6-methoxy-8-oxo-7-Propyl-7,8-dihydro-9H-purin-9-yl)-4-acetoxy-3-fluorotetrahydrofuran-2-yl) acetate C(C)(=O)O[C@H]1O[C@H]([C@@H]([C@@H]1F)OC(C)=O)N1C2=NC(=NC(=C2N(C1=O)CCC)OC)NC(C)=O